3-fluoro-4-[2-(propan-2-yl)-6-[3-(trifluoromethyl)phenyl]imidazo[1,2-a]pyrazin-3-yl]phenoxyphosphonic acid FC=1C=C(OP(O)(O)=O)C=CC1C1=C(N=C2N1C=C(N=C2)C2=CC(=CC=C2)C(F)(F)F)C(C)C